O=C1C=C(OC2=C(C(=CC=C12)N(C([O-])=O)CC)N(C([O-])=O)CC)C1=CC=CC=C1 4-oxo-2-phenyl-4H-chromene-7,8-diylbis(ethylcarbamate)